ClC=1C(=C(C(=C(C(=O)N2[C@@H](CN(CC2)C(=O)OC(C)(C)C)CO)C1)F)F)I tert-butyl (3S)-4-(5-chloro-2,3-difluoro-4-iodo-benzoyl)-3-(hydroxymethyl)piperazine-1-carboxylate